ClC=1C(=CC(=NC1)OC)C1=CC(=NN1)C(=O)N1CCC(CC1)C(=O)NC1(CC1)C1=CC(=CC=C1)Cl 1-[5-(5-chloro-2-methoxypyridin-4-yl)-1H-pyrazole-3-carbonyl]-N-[1-(3-chlorophenyl)cyclopropyl]piperidine-4-carboxamide